methyl 2-amino-4-(6-(bis(4-methoxybenzyl)amino)-4-methyl-3-(trifluoromethyl)pyridin-2-yl)-5-(3-((tert-butoxycarbonyl)amino)propyl)-3,6-difluorobenzoate NC1=C(C(=O)OC)C(=C(C(=C1F)C1=NC(=CC(=C1C(F)(F)F)C)N(CC1=CC=C(C=C1)OC)CC1=CC=C(C=C1)OC)CCCNC(=O)OC(C)(C)C)F